BrC=1C=C2C(COCC2=CC1)(C#N)C 6-bromo-4-methylisochromane-4-carbonitrile